[N+](=O)([O-])C1C(OC2=CC=CC=C2C1)=O Nitrochromanone